3-butyl-3-ethyl-7-iodo-8-methoxy-5-phenyl-2,3,4,5-tetrahydro-1,5-benzothiazepine 1,1-dioxide C(CCC)C1(CS(C2=C(N(C1)C1=CC=CC=C1)C=C(C(=C2)OC)I)(=O)=O)CC